[4-[(E)-3-(4-Hydroxyphenyl)prop-2-enoyl]phenyl] 4-acetamidobenzenesulfonate C(C)(=O)NC1=CC=C(C=C1)S(=O)(=O)OC1=CC=C(C=C1)C(\C=C\C1=CC=C(C=C1)O)=O